[N+](=O)(OCCN1COC2=C(C1=O)C=C(C=C2)C)[O-] 2-(6-methyl-4-oxo-2H-benzo[e][1,3]oxazin-3(4H)-yl)ethyl nitrate